4-hydroxy-2-methyl-2H-1,2-benzothiazine-3-carboxylic acid methyl ester-1,1-dioxide COC(=O)C=1N(S(C2=C(C1O)C=CC=C2)(=O)=O)C